N-hydroxybutyl-N-methyllysine OCCCCN([C@@H](CCCCN)C(=O)O)C